(R)-2-(2-bromophenyl)-4-tert-butyl-4,5-dihydro-oxazole BrC1=C(C=CC=C1)C=1OC[C@H](N1)C(C)(C)C